C(C)(C)C1=C(NC=2C1=NC(=CC2)OC2CCN(CC2)C)C=2C=C(C=1N(C2)N=CN1)C 6-(3-isopropyl-5-((1-methylpiperidin-4-yl)oxy)-1H-pyrrolo[3,2-b]pyridin-2-yl)-8-methyl-[1,2,4]triazolo[1,5-a]pyridine